C(C)(C)(C)OC(=O)N1CCN(CC1)C1=NC=CC(=N1)C1=C(C(=NN1C)Br)C 4-(4-(3-bromo-1,4-dimethyl-1H-pyrazol-5-yl)pyrimidin-2-yl)piperazine-1-carboxylic acid tert-butyl ester